tert-butyl (5-((2-amino-6-(dimethylcarbamoyl)phenyl)amino)heptyl)carbamate NC1=C(C(=CC=C1)C(N(C)C)=O)NC(CCCCNC(OC(C)(C)C)=O)CC